CN1CCC(CC1)CN(S(=O)(=O)C(CC)CCCCCCC)C(CCCCCCCCC(=O)OCC(CCCCCC)CCCC)CCCCCCCCC(=O)OCC(CCCCCC)CCCC bis(2-butyloctyl) 10-(N-((1-methylpiperidin-4-yl)methyl)decan-3-ylsulfonamido)nonadecanedioate